N-{6-(2-hydroxy-prop-2-yl)-2-[2-(methylsulfonyl)ethyl]-2H-indazol-5-yl}-6-(trifluoromethyl)pyridine-2-carboxamide OC(C)(C)C=1C(=CC2=CN(N=C2C1)CCS(=O)(=O)C)NC(=O)C1=NC(=CC=C1)C(F)(F)F